tert-butyl 3-((5-(2-(cyclopropanecarboxamido)pyrazolo[1,5-a]pyridin-5-yl)-1-methyl-1H-pyrazol-4-yl)oxy)-4-methoxypyrrolidine-1-carboxylate C1(CC1)C(=O)NC1=NN2C(C=C(C=C2)C2=C(C=NN2C)OC2CN(CC2OC)C(=O)OC(C)(C)C)=C1